ClC=1C=C(C(=O)O)C=CC1C 3-chloro-4-methyl-benzoic acid